4-(4-fluoro-2-methyl-phenyl)-5-[4-[(3S)-1-(3-fluoropropyl)pyrrolidin-3-yl]oxyphenyl]-1,1-dioxo-2,3-dihydro-1λ6-benzothiepin-8-ol FC1=CC(=C(C=C1)C=1CCS(C2=C(C1C1=CC=C(C=C1)O[C@@H]1CN(CC1)CCCF)C=CC(=C2)O)(=O)=O)C